ClC=1C=C(C=CC1)OC(CC=O)=O (3-chlorophenyl)-3-oxopropionate